(S)-N-(2-(2-(2-((2-(Dimethylamino)-2-oxoethyl)amino)-2-oxoacetyl)pyrrolidin-1-yl)-2-oxoethyl)quinoline-4-carboxamide CN(C(CNC(C(=O)[C@H]1N(CCC1)C(CNC(=O)C1=CC=NC2=CC=CC=C12)=O)=O)=O)C